1-(3-bromo-5-fluoro-2-(methoxymethoxy)phenyl)-3,5-dimethyladamantane BrC=1C(=C(C=C(C1)F)C12CC3(CC(CC(C1)C3)(C2)C)C)OCOC